ammonium 6'-[(1-{[3-methyl-4-(propan-2-yl)phenyl]carbamoyl}-D-prolyl)amino][3,3'-bipyridine]-6-carboxylate CC=1C=C(C=CC1C(C)C)NC(=O)N1[C@H](CCC1)C(=O)NC1=CC=C(C=N1)C=1C=NC(=CC1)C(=O)[O-].[NH4+]